methyl (3S,4S) and (3R,4R)-3-(3-bromo-4-(2-cyclopropyl-2-hydroxyethoxy)phenyl)-2-(4-(tert-butyl)-3-chlorophenyl)-7-fluoro-1-oxo-1,2,3,4-tetrahydroisoquinoline-4-carboxylate BrC=1C=C(C=CC1OCC(O)C1CC1)[C@H]1N(C(C2=CC(=CC=C2[C@@H]1C(=O)OC)F)=O)C1=CC(=C(C=C1)C(C)(C)C)Cl |r|